(S)-1-(2-((3R,4R)-3-Amino-4-fluoropiperidin-1-yl)-1H-benzo[d]imidazol-1-yl)-2,3-dihydro-1H-inden-5-carbonitril-hydrochlorid Cl.N[C@@H]1CN(CC[C@H]1F)C1=NC2=C(N1[C@H]1CCC3=CC(=CC=C13)C#N)C=CC=C2